FC(C=1C=C2C(=CN1)O[C@]1(CN([C@H](C1)C)C(=O)OC(C)(C)C)C2)F tert-butyl (2R,5'S)-5-(difluoromethyl)-5'-methyl-3H-spiro[furo[2,3-c]pyridine-2,3'-pyrrolidine]-1'-carboxylate